1-(1-(1-(azetidin-3-ylmethyl)azetidin-3-yl)piperidin-4-yl)-3-(4-phenoxyphenyl)-1H-pyrazolo[3,4-d]pyrimidin-4-amine N1CC(C1)CN1CC(C1)N1CCC(CC1)N1N=C(C=2C1=NC=NC2N)C2=CC=C(C=C2)OC2=CC=CC=C2